N-(2-((6-(2,6-dichloro-3,5-dimethoxyphenyl)-8-(phenethylamino)pyrido[3,4-d]pyrimidin-2-yl)amino)-3-methylphenyl)acrylamide ClC1=C(C(=C(C=C1OC)OC)Cl)C1=CC2=C(N=C(N=C2)NC2=C(C=CC=C2C)NC(C=C)=O)C(=N1)NCCC1=CC=CC=C1